AZEPIN-2(3H)-ON N1C(CC=CC=C1)=O